The molecule is an organophosphate oxoanion resulting from the deprotonation of the phosphate OH groups of D-erythritol 1-phosphate; major species at pH 7.3. It is a conjugate base of a D-erythritol 1-phosphate. C([C@H]([C@H](COP(=O)([O-])[O-])O)O)O